COC(=O)C1(CC1)C1=C(C=NC2=CC=C(C=C12)Br)[N+](=O)[O-] 1-(6-bromo-3-nitroquinolin-4-yl)cyclopropane-1-carboxylic acid methyl ester